2-methyl-2,6-diazaspiro[3.3]heptane HCl salt Cl.CN1CC2(C1)CNC2